(Ra)-6-(1-([1,1'-Biphenyl]-4-ylmethyl)-4-methoxy-1H-pyrrolo[3,2-c]pyridin-7-carboxamido)spiro[3.3]heptan C1(=CC=C(C=C1)CN1C=CC=2C(=NC=C(C21)C(=O)NC2CC1(CCC1)C2)OC)C2=CC=CC=C2